ClC(=O)N1[C@@H](COCC1)CN(CC(=O)OCC1=CC=CC=C1)C(=O)OCOP(=O)(OCC1=CC=CC=C1)OCC1=CC=CC=C1 benzyl 2-[[(3R)-4-chlorocarbonylmorpholin-3-yl]methyl-(dibenzyloxyphosphoryloxymethoxycarbonyl)amino]acetate